(S)-1-(1-(6,7-difluoro-1-oxo-1,2-dihydroisoquinolin-4-yl)ethyl)-3-(3,4-difluorophenyl)-1-ethylurea FC=1C=C2C(=CNC(C2=CC1F)=O)[C@H](C)N(C(=O)NC1=CC(=C(C=C1)F)F)CC